C(C)(C)(C)OC(NC1CN(CCC1F)C=1C2=C(N=CN1)C(=CC(=N2)C2=CC=C(C=C2)CN2CCOCC2)C(N)=O)=O tert-butyl(1-(8-carbamoyl-6-(4-(morpholinomethyl)phenyl)pyrido[3,2-d]pyrimidin-4-yl)-4-fluoropiperidin-3-yl)carbamate